CN1N=CC(=C1C(CNC(OC(C)(C)C)=O)=O)C tert-butyl [2-(1,4-dimethyl-1H-pyrazol-5-yl)-2-oxoethyl]carbamate